OC=1C=C(C=CC1)CCC(=O)NCC1=C(C=CC=C1)C 3-(3-hydroxyphenyl)-N-(2-methylbenzyl)propionamide